C(=O)(OC(C)(C)C)NCC#CCCC(=O)O 6-(Boc-amino)-4-hexynoic acid